FC(S(=O)(=O)[O-])(F)F.N(=C=S)C1=CC=C(C=C1)[N+](C)(C)C 4-isothiocyanato-N,N,N-trimethylbenzenaminium trifluoromethanesulfonate